[C@]12(C(=O)CC(CC1)C2(C)C)CS(=O)(=O)[O-] (1S)-(+)-camphorsulfonate